13-(tert-butoxycarbonyl)-34,34-dimethyl-10,15,32-trioxo-3,6,33-trioxa-9,14-diazapentatriacontan-1-oic Acid C(C)(C)(C)OC(=O)C(CCC(NCCOCCOCC(=O)O)=O)NC(CCCCCCCCCCCCCCCCC(OC(C)(C)C)=O)=O